C(C=C)(=O)NC1=CC=C(C=C1)S(=O)(=O)N1CCC(CC1)CN1CCC2(CN(C2)C2=NC=NC=C2OC2=C(C(=O)N(C(C)C)C(C)C)C=C(C=C2)F)CC1 2-((4-(7-((1-((4-acryloylaminophenyl)sulfonyl)piperidin-4-yl)methyl)-2,7-diazaspiro[3.5]nonan-2-yl)pyrimidin-5-yl)oxy)-5-fluoro-N,N-diisopropylbenzamide